C(C1=CC=CC=C1)N1CC2(C=CC3=CC=CC(=C23)F)C1 1-benzyl-7'-fluoro-spiro[azetidine-3,1'-indene]